C(CC)C1(C(=O)OCCCC1)CCC dipropyl-ε-caprolactone